di(isocyanatomethyl)norbornane N(=C=O)CC1C2(CCC(C1)C2)CN=C=O